N(=[N+]=[N-])CCCCCOC1=NC=C(C=N1)C=1N=C2C(=C(C(=NC2=CC1F)C)Cl)N[C@H](C)C=1C=C(C#N)C=CC1F (R)-3-(1-((6-(2-((5-azidopentyl)oxy)pyrimidin-5-yl)-3-chloro-7-fluoro-2-methyl-1,5-naphthyridin-4-yl)amino)ethyl)-4-fluorobenzonitrile